(R)-1-(2-ethylphenyl)-6-fluoro-4-oxo-7-(2-((pyridin-2-yloxy)methyl)pyrrolidin-1-yl)-1,4-dihydroquinoline-3-carboxylic acid C(C)C1=C(C=CC=C1)N1C=C(C(C2=CC(=C(C=C12)N1[C@H](CCC1)COC1=NC=CC=C1)F)=O)C(=O)O